1-methyl-2-oxo-4-[4-(quinoxalin-5-yl)piperidin-1-yl]-1,2-dihydroquinoline-3-carbonitrile CN1C(C(=C(C2=CC=CC=C12)N1CCC(CC1)C1=C2N=CC=NC2=CC=C1)C#N)=O